CC1=NNC(=C1)C1=NSC=2C1=NC(=CC2C(C([2H])([2H])[2H])(C([2H])([2H])[2H])O)N2[C@@H](COCC2)C (R)-2-(3-(3-methyl-1H-pyrazol-5-yl)-5-(3-methylmorpholino)isothiazolo[4,5-b]pyridin-7-yl)propan-1,1,1,3,3,3-d6-2-ol